1-Ethoxy-2,2-difluoroethanol C(C)OC(C(F)F)O